CC1(CCNCC1)C(C)NC=1C=C(C=CC1C(F)(F)F)C1=NNC(O1)=O 5-[3-{[1-(4-Methylpiperidin-4-yl)ethyl]amino}-4-(trifluoromethyl)phenyl]-1,3,4-oxadiazol-2(3H)-one